4-((4'-(2-acetamidoethoxy)-[1,1'-biphenyl]-4-yl)oxy)-1H-1,2,3-triazole-5-carboxylic acid C(C)(=O)NCCOC1=CC=C(C=C1)C1=CC=C(C=C1)OC=1N=NNC1C(=O)O